5,5'-dithiobis(succinimidyl-2-cyanobenzoate) C1(CCC(N1C=1C(=C(C(=O)[O-])C=C(C1)SSC=1C=C(C(=C(C(=O)[O-])C1)C#N)N1C(CCC1=O)=O)C#N)=O)=O